CO[C@@H](CN(CC[C@@H](C(=O)OC(C)(C)C)NC1=NC=C(C=N1)C)CCCCC1=NC=2NCCCC2C=C1)C tert-butyl (S)-4-(((R)-2-methoxypropyl)(4-(5,6,7,8-tetrahydro-1,8-naphthyridin-2-yl)butyl)amino)-2-((5-methyl pyrimidin-2-yl)amino)butanoate